4-((1-(3-(difluoromethyl)-2-fluorophenyl)ethyl)amino)-6-methoxy-2-methylquinazolin FC(C=1C(=C(C=CC1)C(C)NC1=NC(=NC2=CC=C(C=C12)OC)C)F)F